6-methyl-N-(5-methyl-1H-pyrazol-3-yl)-2-(6-(6-(4-(trifluoromethyl)benzyl)-3,6-diazabicyclo[3.1.1]heptan-3-yl)pyridin-3-yl)pyrimidin-4-amine CC1=CC(=NC(=N1)C=1C=NC(=CC1)N1CC2N(C(C1)C2)CC2=CC=C(C=C2)C(F)(F)F)NC2=NNC(=C2)C